1,2-isopropylidene-D-xylofuranose CC1(C[C@H]2[C@@H](C1)O[C@@H]([C@@H]2O)CO)C